2-(4-((S)-3-((R)-(((S or R)-2-(4-cyanophenyl)propyl)amino)(phenyl)methyl)-2,3-dihydro-1H-pyrido[2,3-b][1,4]oxazin-7-yl)-1H-pyrazol-1-yl)-N-methylacetamide C(#N)C1=CC=C(C=C1)[C@@H](CN[C@@H]([C@@H]1CNC2=C(O1)N=CC(=C2)C=2C=NN(C2)CC(=O)NC)C2=CC=CC=C2)C |o1:8|